(2-(4-methoxytetrahydro-2H-pyran-4-yl)thiazol-4-yl)methanol COC1(CCOCC1)C=1SC=C(N1)CO